N(=[N+]=[N-])C[C@H](N)C(=O)O 3-Azido-alanine